(R)-4-(5-methyl-7-oxo-5,6,7,8-tetrahydropyrido[2,3-d]pyrimidin-4-yl)piperidine-1-carboxylic acid tert-butyl ester C(C)(C)(C)OC(=O)N1CCC(CC1)C=1C2=C(N=CN1)NC(C[C@H]2C)=O